4-(1-(5-nitropyridin-2-yl)piperidin-4-yl)morpholine [N+](=O)([O-])C=1C=CC(=NC1)N1CCC(CC1)N1CCOCC1